tert-butyl 4-(((3R,4R)-3-(4-(tert-butoxycarbonyl) phenyl)-1-isopropylpiperidin-4-yl)methyl)-5,7-dimethyl-1H-indole-1-carboxylate C(C)(C)(C)OC(=O)C1=CC=C(C=C1)[C@@H]1CN(CC[C@H]1CC1=C2C=CN(C2=C(C=C1C)C)C(=O)OC(C)(C)C)C(C)C